BrC1=C(C=CC(=C1)F)C(C)=O 1-(2-bromo-4-fluorophenyl)ethane-1-one